BrC=1C=CC=C2C=CC=3OCCC3C12 9-bromo-1,2-dihydronaphtho[2,1-b]furan